FC(C=1C=CC(=NC1)N[C@@H]1CC[C@H](CC1)SC1=CC=C(C=C1)C1=CC(=NC=C1)C1(COC1)O)(F)F 3-(4-(4-((trans-4-((5-(trifluoromethyl)pyridin-2-yl)amino)cyclohexyl)thio)phenyl)pyridin-2-yl)oxetan-3-ol